CNC(=O)C1=NOC(=C1)C1=CC=NC=C1 N-methyl-5-(pyridin-4-yl)isoxazole-3-carboxamide